3-(4-fluoro-2',4',5,6'-tetramethyl-[1,1'-biphenyl]-3-yl)propanoic acid FC1=C(C=C(C=C1C)C1=C(C=C(C=C1C)C)C)CCC(=O)O